N12NCCC=C2CCC1 5-diazabicyclo[4.3.0]nonen